CC1NCCCCC1 2-methyl-azepane